S1C(=NC=C1)C(=O)N THIAZOLCARBOXAMID